3-[(3-chloro-2-methoxyphenyl)amino]-2-(7-methoxy-1,6-naphthyridin-4-yl)-5H,6H,7H-pyrazolo[1,5-a]pyrazin-4-one ClC=1C(=C(C=CC1)NC=1C(=NN2C1C(NCC2)=O)C2=CC=NC1=CC(=NC=C21)OC)OC